FC1=C(C=CC(=C1)C1=NOC(=C1)C1=NNC2=CC(=C(C=C12)F)OCCOC)C(=O)N1CCC12COC2 (2-Fluoro-4-{5-[5-fluoro-6-(2-methoxyethoxy)-1H-indazol-3-yl]-isoxazol-3-yl}-phenyl)-(6-oxa-1-azaspiro[3.3]hept-1-yl)-methanon